C(C=C)(=O)N1C[C@H](CCC1)C1=C2C(=C(NC2=C(C=C1F)C(=O)N)C)C |r| (RS)-4-(1-acryloylpiperidin-3-yl)-5-fluoro-2,3-dimethyl-1H-indole-7-carboxamide